N-(3-(2-(1,1-difluoroethyl)-7-(methylthio)-2,3-dihydro-[1,4]dioxino[2,3-c]pyridin-5-yl)-1-methyl-1H-pyrrolo[2,3-c]pyridin-5-yl)acetamide FC(C)(F)C1OC2=C(C(=NC(=C2)SC)C2=CN(C3=CN=C(C=C32)NC(C)=O)C)OC1